ClC1=NN2C=3C(CCN(C3C=NC2=C1)C(=O)OC(C)(C)C)(C)C tert-butyl 4-chloro-13,13-dimethyl-2,3,7,10-tetrazatricyclo[7.4.0.02,6]trideca-1(9),3,5,7-tetraene-10-carboxylate